benzyl-3-chlorospiro[7,8-dihydro-5H-pyrazino[2,3-c]pyridazine-6,4'-piperidine] C(C1=CC=CC=C1)N1CCC2(CC1)NC1=C(N=NC(=C1)Cl)NC2